C(C)OC1=NC=CC=C1C1=CC(=C2C(=N1)C=NN2C(C)C)NCC=2N=CN(C2)C 5-(2-ethoxy-3-pyridinyl)-1-isopropyl-N-[(1-methylimidazol-4-yl)methyl]pyrazolo[4,3-b]pyridin-7-amine